tert-butyl (R)-4-((4-(3-(2,6-bis(benzyloxy)pyridin-3-yl)-1-methyl-1H-indazol-6-yl)-2-methylpiperazin-1-yl)methyl)piperidine-1-carboxylate C(C1=CC=CC=C1)OC1=NC(=CC=C1C1=NN(C2=CC(=CC=C12)N1C[C@H](N(CC1)CC1CCN(CC1)C(=O)OC(C)(C)C)C)C)OCC1=CC=CC=C1